C12C=CCC(CC1)N2 8-azabicyclo[3.2.1]oct-2-en